8-bromo-4,5-dihydro-1H-benzo[c]azepine-2(3H)-carboxylic acid tert-butyl ester C(C)(C)(C)OC(=O)N1CC2=C(CCC1)C=CC(=C2)Br